C(#N)CC(=O)N1C[C@@H](CC[C@@H]1C)NC1=C2C(=NC=C1C=1OC=C(N1)C(=O)NC)NC=C2 2-(4-(((3R,6s)-1-(2-cyanoacetyl)-6-methylpiperidin-3-yl)amino)-1H-pyrrolo[2,3-b]pyridin-5-yl)-N-methyloxazole-4-carboxamide